(1S,2R)-7-Chloro-1-(methoxymethoxy)-2,3-dihydro-1H-inden-2-yl-carbamat ClC=1C=CC=C2C[C@H]([C@H](C12)OCOC)NC([O-])=O